FC1=C(CCC2=NC(N3C(N4[C@H](COCC4)C3)=C2)=O)C=CC(=C1)F (S)-7-(2,4-difluorophenethyl)-3,4,11,11a-tetrahydropyrimido[6',1':2,3]imidazo[5,1-c][1,4]oxazin-9(1H)-one